2-(2-chlorophenyl)-N-[4-(5-methyl-1H-1,2,4-triazol-1-yl)-3-sulfamoylphenyl]-acetamide ClC1=C(C=CC=C1)CC(=O)NC1=CC(=C(C=C1)N1N=CN=C1C)S(N)(=O)=O